Cl.COC([C@@H](NC(=O)OC(C)(C)C)CCCCN)=O N-Boc-L-lysine methyl ester hydrochloride